N-[2-chloro-6-(4-isopropylpiperazin-1-yl)phenyl]-4-(4-chlorophenyl)-4-methylpiperidine-1-carboxamide ClC1=C(C(=CC=C1)N1CCN(CC1)C(C)C)NC(=O)N1CCC(CC1)(C)C1=CC=C(C=C1)Cl